FC=1C(=CC2=C(C(NC=3CNC[C@H](C23)N(C(C2=CN=C(C(=C2)F)C(F)(F)F)=O)C)=O)C1)F (S)-N-(8,9-difluoro-6-oxo-1,2,3,4,5,6-hexahydrobenzo[c][1,7]naphthyridin-1-yl)-5-fluoro-N-methyl-6-(trifluoromethyl)nicotinamide